4-(benzo[b]thiophene-2-yl)benzene-1,3-diol S1C2=C(C=C1C1=C(C=C(C=C1)O)O)C=CC=C2